C(=O)=C(C(=O)[Si](C1=CC(=C(C=C1)C#N)C#N)(C1=CC(=C(C=C1)C#N)C#N)Cl)CC=C=O dicarbonyl-butyryl-chloro-bis(3,4-dicyanophenyl)silane